[Si](C1=CC=CC=C1)(C1=CC=CC=C1)(C(C)(C)C)OC(C(CC)(N)OC)C 4-[(tert-Butyldiphenylsilyl)oxy]-3-methyloxypentan-3-amine